CN(C=1C=C2C(=CN(C(C2=CN1)=O)C)C1=CC(=C(CN2CCC(CC2)C=2C=C3CN(C(C3=CC2)=O)C2C(N(C(CC2)=O)C(=O)O)=O)C(=C1)OC)OC)C 3-(5-(1-(4-(6-(dimethylamino)-2-methyl-1-oxo-1,2-dihydro-2,7-naphthyridin-4-yl)-2,6-dimethoxybenzyl)piperidin-4-yl)-1-oxoisoindolin-2-yl)piperidine-2,6-dionecarboxylic acid